C(#N)C=1C=C(N(C1)C)C(=O)N[C@@H](CC/C=C/C(=O)OC)C(=O)NC=1C(N(C=CC1)CCCNC12CC3CC(CC(C1)C3)C2)=O (S,E)-methyl 6-(4-cyano-1-methyl-1H-pyrrole-2-carboxamido)-7-(1-(3-(1-adamantylamino)propyl)-2-oxo-1,2-dihydropyridin-3-ylamino)-7-oxohept-2-enoate